1'-(2,4-dichlorobenzoyl)-2-oxospiro[indoline-3,4'-piperidine]-5-carboxylic acid Methyl-1'-(2,4-dichlorobenzoyl)-2-oxospiro[indoline-3,4'-piperidine]-5-carboxylate COC(=O)C=1C=C2C(=CC1)NC(C21CCN(CC1)C(C1=C(C=C(C=C1)Cl)Cl)=O)=O.ClC1=C(C(=O)N2CCC3(CC2)C(NC2=CC=C(C=C23)C(=O)O)=O)C=CC(=C1)Cl